FS(C=1C=C(C=C(C1)C(F)(F)F)C1=NN(C=N1)/C=C(/C(=O)N)\C=1C=NC=NC1)(F)(F)(F)F (E)-3-(3-(3-(pentafluoro-sulfaneyl)-5-(trifluoromethyl)phenyl)-1H-1,2,4-triazol-1-yl)-2-(pyrimidin-5-yl)acrylamide